2,3,6-trimethoxytoluene COC1=C(C)C(=CC=C1OC)OC